(1s,3s)-1-methyl-3-(4-(4,4,5,5-tetramethyl-1,3,2-dioxaborolan-2-yl)-1H-pyrazol-1-yl)cyclobutan CC1CC(C1)N1N=CC(=C1)B1OC(C(O1)(C)C)(C)C